ClC1=CC=2C(OCC3=CC=C(C=C3C3=CC=C(C(NS(C(=C1O)C2)(=O)=O)=C3)OC(F)(F)F)F)=O 13-Chloro-4-fluoro-14-hydroxy-16,16-dioxo-19-(trifluoromethoxy)-9-oxa-16λ6-thia-17-azatetracyclo[16.3.1.111,15.02,7]tricosa-1(21),2,4,6,11(23),12,14,18(22),19-nonaen-10-one